3-(6-((6-Chloropyrimidin-4-yl)amino)pyridin-3-yl)azetidine-1-carboxylic acid tert-butyl ester C(C)(C)(C)OC(=O)N1CC(C1)C=1C=NC(=CC1)NC1=NC=NC(=C1)Cl